C(C)(C)(C)OC(=O)N1CCN(CC1)C1=NC(=NC2=C(C(=C(C=C12)C1(CCC1)C#N)Br)F)OC[C@H]1N(CCC1)C.CN1N=C(C(=C1)[N+](=O)[O-])N1CCOCC1 4-(1-methyl-4-nitro-1H-pyrazol-3-yl)morpholine tert-butyl-4-[7-bromo-6-(1-cyanocyclobutyl)-8-fluoro-2-[[(2S)-1-methylpyrrolidin-2-yl]methoxy]quinazolin-4-yl]piperazine-1-carboxylate